(1R,5S,6r)-N-(2-(8,9-dihydro-7H-imidazo[4,5,1-ij]quinolin-2-yl)propan-2-yl)-3-azabicyclo[3.1.0]hexane-6-carboxamide N1=C(N2C=CC=C3CCCC1=C23)C(C)(C)NC(=O)C2[C@H]3CNC[C@@H]23